6-(2-amino-6-fluoro-5-(4-((1R,5S)-3-isopropyl-3-azabicyclo[3.1.0]hexan-1-yl)phenyl)pyridin-3-yl)-8-fluoro-3,4-dihydroisoquinolin-1(2H)-one NC1=NC(=C(C=C1C=1C=C2CCNC(C2=C(C1)F)=O)C1=CC=C(C=C1)[C@@]12CN(C[C@H]2C1)C(C)C)F